(S)-4-((2-(pyridin-2-yloxy)ethyl)(4-(5,6,7,8-tetrahydro-1,8-naphthyridin-2-yl)butyl)amino)-2-((6-(trifluoromethyl)pyrimidin-4-yl)amino)butanoic acid N1=C(C=CC=C1)OCCN(CC[C@@H](C(=O)O)NC1=NC=NC(=C1)C(F)(F)F)CCCCC1=NC=2NCCCC2C=C1